C[Si](OC(C)C)(C(C)(C)C)C di(methyl)tert-butyl(iso-propoxy)silane